IC1=CC(=NC(=C1)N1[C@H](CCCC1)C(F)(F)F)OCC1=CC=C(C=C1)OC (R)-4-iodo-2-((4-methoxybenzyl)oxy)-6-(2-(trifluoromethyl)piperidin-1-yl)pyridine